methyl 3,5-dihydroxy-2-pyridinecarboxylate OC=1C(=NC=C(C1)O)C(=O)OC